(2S)-1-tert-butoxycarbonyl-4-[5-[1-(2,6-dioxo-3-piperidyl)-3-methyl-2-oxo-benzimidazol-5-yl]pentyl]piperazine-2-carboxylic acid C(C)(C)(C)OC(=O)N1[C@@H](CN(CC1)CCCCCC1=CC2=C(N(C(N2C)=O)C2C(NC(CC2)=O)=O)C=C1)C(=O)O